C(C)(=O)OC1O[C@@H]([C@H]([C@@H]([C@@H]1OC(C)=O)OC(C)=O)OC(C)=O)CCP(=O)(OCC)OCC (3S,4S,5R,6R)-6-(2-(diethoxyphosphoryl)ethyl)tetrahydro-2H-pyran-2,3,4,5-tetrayl tetraacetate